4,4'-(hexahelicene-2,15-diylbis(ethyne-2,1-diyl))dipyridine C1=C(C=CC2=CC=C3C=CC4=CC=C5C=CC6=CC=C(C=C6C5=C4C3=C12)C#CC1=CC=NC=C1)C#CC1=CC=NC=C1